C(C)OC(CCCCCCC[SiH3])(OCC)OCC Triethoxyoctylsilane